2-[1,1'-biphenyl]-3-yl-8-(3-bromophenyl)dibenzofuran C1(=CC(=CC=C1)C1=CC2=C(OC3=C2C=C(C=C3)C3=CC(=CC=C3)Br)C=C1)C1=CC=CC=C1